(2S)-4,4-Difluoro-2-(4-fluorophenyl)-N-{4-[5-methyl-4-oxo-3-(pyridin-3-yl)-4,5,6,7-tetrahydro-1H-pyrrolo[3,2-c]pyridin-2-yl]pyridin-2-yl}butanamid FC(C[C@H](C(=O)NC1=NC=CC(=C1)C1=C(C=2C(N(CCC2N1)C)=O)C=1C=NC=CC1)C1=CC=C(C=C1)F)F